N-{(6R*)-2-[4-(2,6-difluorophenyl)-1,2-benzoxazol-3-yl]-7,7-difluoro-3-oxo-2,3,5,6,7,8-hexahydroimidazo[1,5-a]pyridin-6-yl}ethanesulfonamide FC1=C(C(=CC=C1)F)C1=CC=CC2=C1C(=NO2)N2C(N1C(CC([C@@H](C1)NS(=O)(=O)CC)(F)F)=C2)=O |o1:23|